2-hydroxy-2-methyl-4-(1-methylethenyl)phenylpropane-1-one OC1(C(C=CC(=C1)C(=C)C)C(CC)=O)C